C[Si](O[Si](OC(=CC1=CC=CC=C1)[SiH](O[Si](C)(C)C)O[Si](C)(C)C)(O[Si](C)(C)C)O[Si](C)(C)C)(C)C tris(trimethylsiloxy)siloxybis(trimethylsiloxy)silylstyrene